C(CCCCCCC\C=C/CCCCCCCC)(=O)OCCN(CCOC(CCCCCCC\C=C/CCCCCCCC)=O)C(CCN(C)C)=O (Z)-((3-(dimethylamino)propanoyl)azanediyl)bis(ethane-2,1-diyl) dioleate